tungsten beryllium cobalt [Co].[Be].[W]